Diethyl 2-(2-(4-((diphenylmethylene)amino)-5-fluoropyridin-2-yl)-3-methylbutylidene)malonate C1(=CC=CC=C1)C(C1=CC=CC=C1)=NC1=CC(=NC=C1F)C(C=C(C(=O)OCC)C(=O)OCC)C(C)C